CC1=C(C=C(C(=C1)NC1=CC2=CC=CC=C2C=C1)C)C1=CC=CC=C1 N-(2,5-dimethyl-[1,1'-biphenyl]-4-yl)naphthalen-2-amine